OC1=CC=C(C=C1)C(=C(C1=CC=CC=C1)C1=CC=CC=C1)C1=CC=C(C=C1)O 4-(2,2-bis(4-hydroxyphenyl)-1-phenylvinyl)benzene